C1(CC1)C=1C=C2C(=NN(C(C2=CC1)=O)CC(=O)[O-])CC (6-cyclopropyl-4-ethyl-1-oxo-phthalazin-2-yl)acetate